5-chloro-4-methyl-1,3-benzothiazole ClC=1C=CC2=C(N=CS2)C1C